C(C)OC(=O)C=1SC2=C(C1)C=CC(=C2)N2CCC1(COC1)CC2.C(CC)N(C(=O)N2C=NC=C2)CC(O)C2=C(C=C(C=C2Cl)Cl)Cl N-propyl-N-[2-(2,4,6-trichlorophenyl)-2-hydroxyethyl]imidazole-1-carboxamide Ethyl-6-(2-oxa-7-azaspiro[3.5]nonan-7-yl)-1-benzothiophene-2-carboxylate